O1-[2,2-bis[[8-(1-methyldecoxy)-8-oxo-octanoyl]oxymethyl]-3-[4-(2-pyrrolidin-1-ylethylcarbamoyloxy)decanoyloxy]propyl] O8-(1-methyldecyl) octanedioate C(CCCCCCC(=O)OC(CCCCCCCCC)C)(=O)OCC(COC(CCC(CCCCCC)OC(NCCN1CCCC1)=O)=O)(COC(CCCCCCC(OC(CCCCCCCCC)C)=O)=O)COC(CCCCCCC(=O)OC(CCCCCCCCC)C)=O